CN(C1=CC=C(C(=N1)C)C(=O)N[C@H]1C[C@H](CCC1)NC1=CC(=NC2=CC=CC=C12)C(F)(F)F)C 6-(dimethylamino)-2-methyl-N-[(1r,3s)-3-{[2-(trifluoromethyl)quinolin-4-yl]amino}cyclohexyl]pyridine-3-carboxamide